((2-(((2S)-3,3-dimethyl-1-oxo-1-(1-((S)-2-phenylmorpholine-4-carbonyl)isoindolin-2-yl)butan-2-yl)carbamoyl)benzo[b]thiophen-5-yl)difluoromethyl)phosphonic acid CC([C@@H](C(N1C(C2=CC=CC=C2C1)C(=O)N1C[C@@H](OCC1)C1=CC=CC=C1)=O)NC(=O)C1=CC2=C(S1)C=CC(=C2)C(F)(F)P(O)(O)=O)(C)C